C(C)(C)(C)OC(=O)N1C[C@H](CC1)C(C(=O)OC)CC1=CC(=CC=C1)Br (3R)-3-[1-[(3-bromophenyl)methyl]-2-methoxy-2-oxoethyl]pyrrolidine-1-carboxylic acid tert-butyl ester